D-glutamic acid dibenzyl ester C(C1=CC=CC=C1)OC([C@H](N)CCC(=O)OCC1=CC=CC=C1)=O